(R)-5-phenyl-N-(pyrrolidin-3-yl)picolinamide TFA salt OC(=O)C(F)(F)F.C1(=CC=CC=C1)C=1C=CC(=NC1)C(=O)N[C@H]1CNCC1